BrC=1C=C2C=C(N=CC2=CC1Cl)NC(=O)[C@@H]1CC12CCC2 |r| racemic-N-(6-bromo-7-chloroisoquinolin-3-yl)spiro[2.3]hexane-1-carboxamide